C(=O)C1=CC=C(C=C1)S(=O)(=O)N(C)C 4-formyl-N,N-dimethylbenzene-1-sulfonamide